tert-butyl bis(2-(2-hydroxyethoxy)ethyl)carbamate OCCOCCN(C(OC(C)(C)C)=O)CCOCCO